4-chloro-2-methylbenzaldehyde ClC1=CC(=C(C=O)C=C1)C